CS(=O)(=O)N1CCC2=CC(=CC=C12)[C@H]1[C@@H](C1)NCC1CCNCC1 Trans-2-(1-(methylsulfonyl)indolin-5-yl)-N-(piperidin-4-ylmethyl)cyclopropylamine